4-(6-amino-2-fluoro-9H-purin-9-yl)-N-(6-fluoro-1,3-benzothiazol-2-yl)cyclohexanecarboxamide NC1=C2N=CN(C2=NC(=N1)F)C1CCC(CC1)C(=O)NC=1SC2=C(N1)C=CC(=C2)F